CC1=NN=C2N=C(NC(=C21)N)N methylpyrazolo[3,4-d]pyrimidine-4,6-diamine